(4-tert-butylbenzyl)benzo[d]isothiazol-3(2H)-one-1,1-dioxide C(C)(C)(C)C1=CC=C(CN2S(C3=C(C2=O)C=CC=C3)(=O)=O)C=C1